4-ethenylphenol C(=C)C1=CC=C(C=C1)O